S1C(=NC2=C1C=CC=C2)NC(CSC=2SC1=C(N2)C=CC(=C1)Cl)=O N-(benzo[d]thiazol-2-yl)-2-((6-chlorobenzo[d]thiazol-2-yl)thio)acetamide